(R)-5-(2-(Dimethylamino)ethoxy)-2-methyl-N-(1-(naphthalen-1-yl)ethyl)benzamide CN(CCOC=1C=CC(=C(C(=O)N[C@H](C)C2=CC=CC3=CC=CC=C23)C1)C)C